C(C)(C)(C)[S@@](=O)N[C@@H]1C2=C(OC13CCN(CC3)C=3N=CC(=NC3)[S-])C=CC=C2.[Na+] Sodium 5-((R)-3-(((R)-tert-butylsulfinyl)amino)-3H-spiro[benzofuran-2,4'-piperidin]-1'-yl)Pyrazine-2-thiolate